6-methyl-3-tosyl-4H-benzopyran-4-one CC=1C=CC2=C(C(C(=CO2)S(=O)(=O)C2=CC=C(C)C=C2)=O)C1